3-(1-ethyl-2-methylindole-3-yl)-3-(2-ethoxy-4-diethylaminophenyl)-7-azaphthalide C(C)N1C(=C(C2=CC=CC=C12)C1(OC(=O)C2=NC=CC=C12)C1=C(C=C(C=C1)N(CC)CC)OCC)C